C(C)(C)(C)OC(N[C@@H]1[C@@H](OCC12CCNCC2)C)=O ((3s,4s)-3-methyl-2-oxa-8-aza-spiro[4.5]dec-4-yl)-carbamic acid tert-butyl ester